C1(=CC=CC2=CC=CC=C12)[C@@H](C)NC(C1=CN=CC=C1)=O (R)-N-(1-(Naphthalen-1-yl)ethyl)nicotinamide